C1(CCC1)N1N=C(C(=C1)OC[C@@H]1[C@H](CN(C1)C1COCC1F)N)C |r| (3R,4S)- and (3S,4R)-4-(((1-cyclobutyl-3-methyl-1H-pyrazol-4-yl)oxy)methyl)-1-(4-fluorotetrahydrofuran-3-yl)pyrrolidin-3-amine